ethyl 2-bromopentanoate BrC(C(=O)OCC)CCC